N=1C=CN2C1N=CC(=C2)C=2C=CN1N=C(N=C(C12)OC(F)(F)F)NC1CCC(CC1)(O)C (1r,4r)-4-((5-(imidazo[1,2-a]pyrimidin-6-yl)-4-(trifluoromethoxy)pyrrolo[2,1-f][1,2,4]triazin-2-yl)amino)-1-methylcyclohexan-1-ol